1,3-dimethyl-5-(5-(4-octylphenyl)pyrazolidin-3-ylidene)pyrimidine-2,4,6(1H,3H,5H)-trione CN1C(N(C(C(C1=O)=C1NNC(C1)C1=CC=C(C=C1)CCCCCCCC)=O)C)=O